1-[ethyl-(pyridine-4-yl)amino]propan-2-ol C(C)N(CC(C)O)C1=CC=NC=C1